C1(CC1)S(=O)(=O)N1N=CC(=C1)C1=NC=CC(=N1)NC1=NC=C(C(=C1)NC(C)C)C#CC=1C=NC=CC1 N2-(2-(1-(Cyclopropylsulfonyl)-1H-pyrazol-4-yl)pyrimidin-4-yl)-N4-isopropyl-5-(pyridin-3-ylethynyl)pyridine-2,4-diamine